6-(4-(2,3-Difluoro-5-((4-oxo-7-(prop-1-ynyl)-3,4-dihydrophthalazin-1-yl)methyl)benzoyl)piperazin-1-yl)nicotinonitrile FC1=C(C(=O)N2CCN(CC2)C2=NC=C(C#N)C=C2)C=C(C=C1F)CC1=NNC(C2=CC=C(C=C12)C#CC)=O